BrC=1C(=CC2=C(N(CC(CS2)CC)C2=CC=CC=C2)C1)OC 7-Bromo-3-ethyl-8-methoxy-5-phenyl-2,3,4,5-tetrahydro-1,5-benzothiazepine